C1(CC1)C1=CC=C(C=C1)NC(=O)C1=CC=CN2C1=NS(CC2)(=O)=O N-(4-cyclopropylphenyl)-3,4-dihydropyrido[2,1-c][1,2,4]thiadiazine-9-carboxamide 2,2-dioxide